C(C)(C)(C)OC(=O)NC(C(=O)O)CC1=NC2=CC=CC=C2NC1=O 2-(tert-Butoxycarbonylamino)-3-(3-oxo-4H-quinoxalin-2-yl)propanoic acid